C(C)C=1C=NC(=NC1)OC=1C=C(C(=O)N)C=CC1 3-((5-ethylpyrimidin-2-yl)oxy)benzamide